((5-Chloro-4-(cyclopentylamino)pyrimidin-2-yl)amino)-3,3,7-trimethylbenzo[c][1,2]oxaborole-1(3H)-ol ClC=1C(=NC(=NC1)NC1=CC=C(C=2B(OC(C21)(C)C)O)C)NC2CCCC2